CP(=O)(C)C1=C(C=CC(=C1)C(F)(F)F)NC1=NC(=NC=C1C(F)(F)F)N[C@@H]1CNCCC1 N4-[2-(dimethylphosphoryl)-4-(trifluoromethyl)phenyl]-N2-[(3S)-piperidin-3-yl]-5-(trifluoromethyl)pyrimidine-2,4-diamine